(S)-3-(5-(4-((1-(4-((1S,3R,4S)-3-cyclohexyl-7-hydroxy-1-methylisochroman-4-yl)phenyl)piperidin-4-yl)methyl)piperazin-1-yl)-1-oxoisoindolin-2-yl)piperidine-2,6-dione C1(CCCCC1)[C@H]1O[C@H](C2=CC(=CC=C2[C@@H]1C1=CC=C(C=C1)N1CCC(CC1)CN1CCN(CC1)C=1C=C2CN(C(C2=CC1)=O)[C@@H]1C(NC(CC1)=O)=O)O)C